N1C(=NC2=C1C=CC=C2)C2=C(C(=CC=C2)Cl)C=2C(=CC(=CC2)C(N[C@H](C2=CC=CC=C2)C2CC2)=O)C(=O)O (S)-2'-(1H-1,3-benzodiazol-2-yl)-6'-chloro-4-{[cyclopropyl-(phenyl)methyl]carbamoyl}-[1,1'-biphenyl]-2-carboxylic acid